CC=1C=NOC1C1=CC=C(C=C1)C=1C=CC(=NC1)NC1=CC2=C(OC[C@H]3N2C(CC3)=O)N=C1 (S)-2-((5-(4-(4-methylisoxazol-5-yl)phenyl)pyridin-2-yl)amino)-6,6a,7,8-tetrahydro-9H-pyrido-[2,3-b]pyrrolo[1,2-d]-[1,4]oxazin-9-one